5-bromo-N-(4,4-dimethylcyclohexyl)-3aH-pyrrolo[2,3-c]pyridine-2-carboxamide BrC1=CC2C(C=N1)=NC(=C2)C(=O)NC2CCC(CC2)(C)C